CNC1=C(C(C1=O)=O)NCCCN(CCCCCCCC(=O)N(CCCCCCCCCC)CCCCCCCCCC)CCCCCCCC(=O)N(CCCCCCCCCC)CCCCCCCCCC 8,8'-((3-((2-(METHYLAMINO)-3,4-DIOXOCYCLOBUT-1-EN-1-YL)AMINO)PROPYL)AZANEDIYL)BIS(N,N-DIDECYLOCTANAMIDE)